N-methoxy-N-methyl-1-[1-[5-[5-(trifluoromethyl)-1,2,4-oxadiazol-3-yl]-2-thienyl]ethyl]pyrazole-4-carboxamide CON(C(=O)C=1C=NN(C1)C(C)C=1SC(=CC1)C1=NOC(=N1)C(F)(F)F)C